FC(F)CC(=S)O DIFLUOROMETHYLTHIOACETIC ACID